4-FLUOROPHENYLBORONIC ACID FC1=CC=C(C=C1)B(O)O